tert-butyl ((3S)-5-methyl-7-((1-methyl-5-oxopyrrolidin-2-yl)methoxy)-4-oxo-2,3,4,5-tetrahydrobenzo[b][1,4]oxazepin-3-yl)carbamate CN1C2=C(OC[C@@H](C1=O)NC(OC(C)(C)C)=O)C=CC(=C2)OCC2N(C(CC2)=O)C